FC1(CC(C1)C1=CC(=NO1)C(=O)OC)F methyl 5-(3,3-difluorocyclobutyl)isoxazole-3-carboxylate